C(C)OC1=C2C=CC(=C1)O2 Ethoxy-1,4-phenylene ether